1-N'-[2,3-difluoro-4-[6-methoxy-7-(2-methoxy-ethoxy)pyrido[3,2-d]pyrimidin-4-yl]oxyphenyl]-1-N-(4-fluorophenyl)cyclopropane-1,1-dicarboxamide FC1=C(C=CC(=C1F)OC=1C2=C(N=CN1)C=C(C(=N2)OC)OCCOC)NC(=O)C2(CC2)C(=O)NC2=CC=C(C=C2)F